BrC1=CC=2N(C=C1)N=CC2C(=O)NC2=C(C=CC(=C2)C2=NOC(=N2)[C@@H]2[C@H](C2)F)C 5-bromo-N-(5-(5-((1R,2S)-2-fluorocyclopropyl)-1,2,4-oxadiazol-3-yl)-2-methylphenyl)pyrazolo[1,5-a]pyridine-3-carboxamide